Undec-6-yl Laurate C(CCCCCCCCCCC)(=O)OC(CCCCC)CCCCC